OC=1C=CC(=NC1)NC(C1=CC=C(C=C1)C(F)(F)F)=O N-(5-hydroxy-pyridin-2-yl)-4-(trifluoro-methyl)-benzamide